N-(4-bromo-2,5-difluorophenyl)-5-cyclobutyl-1-tosyl-1H-pyrrole-3-sulfonamide BrC1=CC(=C(C=C1F)NS(=O)(=O)C1=CN(C(=C1)C1CCC1)S(=O)(=O)C1=CC=C(C)C=C1)F